[OH-].C[N+](C1=CC(=CC(=C1)C)C)(C)C trimethyl-(3,5-dimethyl-phenyl)-ammonium hydroxide